3-(2-amino-8-fluoro-[1,2,4]triazolo[1,5-a]pyridin-7-yl)-N-(2,2-difluoro-3-(4-fluorophenyl)-3-hydroxypropyl)-6-ethyl-2-fluorobenzamide NC1=NN2C(C(=C(C=C2)C=2C(=C(C(=O)NCC(C(O)C3=CC=C(C=C3)F)(F)F)C(=CC2)CC)F)F)=N1